17-((2S,5R,E)-5,6-dimethylhept-3-en-2-yl)-10,13-dimethyl-2,3,4,9,10,11,12,13,14,15,16,17-dodecahydro-1H-cyclopenta[a]Phenanthrene-3-ol C[C@@H](/C=C/[C@H](C)C1CCC2C3=CC=C4CC(CCC4(C3CCC12C)C)O)C(C)C